C(C)(=O)N1C[C@H]([C@H](C1)OC)N1C(=NC2=C1C=C(C=C2)C(=O)O)CC2=C(C=C(C(=C2)F)C2=NC(=CC=C2)OCC2=C(C=C(C=C2)C#N)F)F 3-[(3R,4S)-1-acetyl-4-methoxy-pyrrolidin-3-yl]-2-[[4-[6-[(4-cyano-2-fluoro-phenyl)methoxy]-2-pyridyl]-2,5-difluoro-phenyl]methyl]benzimidazole-5-carboxylic acid